3,7-dioxa-1-azabicyclo[3.3.0]octane N12COCC2COC1